dihydro-4H-benzothiophene-3-carboxylate S1CC(C2C1=CC=CC2)C(=O)[O-]